2,2',3,4,6-pentafluoro-4'-methoxy-5'-nitro-1,1'-biphenyl FC1=C(C(=CC(=C1F)F)F)C1=C(C=C(C(=C1)[N+](=O)[O-])OC)F